7-(8-Chloronaphthalen-1-yl)-2-(isopropylsulfanyl)-5,6,7,8-tetrahydropyrido[3,4-d]pyrimidin-4(3H)-one ClC=1C=CC=C2C=CC=C(C12)N1CC=2N=C(NC(C2CC1)=O)SC(C)C